5-(2-Chlorophenyl)-1,4-oxazepane ClC1=C(C=CC=C1)C1NCCOCC1